5-(2-methoxyphenyl)-3-((3-(4-(piperidin-1-ylmethyl)styryl)-1H-indazol-6-yl)methylene)pyrrolidin-2-one COC1=C(C=CC=C1)C1CC(C(N1)=O)=CC1=CC=C2C(=NNC2=C1)C=CC1=CC=C(C=C1)CN1CCCCC1